L-proline Monohydrate O.N1[C@@H](CCC1)C(=O)O